hydroxypropyldimethoxysilane OCCC[SiH](OC)OC